C1(=CC=CC=C1)C(N1C=NC(=C1)C1=C(C=CC=C1)\C=C/1\C(C=2N(CC1)N=NC2)=O)(C2=CC=CC=C2)C2=CC=CC=C2 (5E)-5-([2-[1-(triphenylmethyl)-1H-imidazol-4-yl]phenyl]methylidene)-4H,5H,6H,7H-[1,2,3]triazolo[1,5-a]pyridin-4-one